ethyl-dichlorothiazoline C(C)C1(N=C(SC1)Cl)Cl